OB1OC(CC2=C1C=C(C=C2)C=2N=NC1=CC=CC=C1C2N)C (1-hydroxy-3-methyl-3,4-dihydro-2,1-benzoxaborinin-7-yl)cinnolin-4-amine